ethyl 4-bromo-2-hydroxy-1-oxo-indane-2-carboxylate BrC1=C2CC(C(C2=CC=C1)=O)(C(=O)OCC)O